CO\N=C(\C1=C(C=CC=C1)O)/C1=NOCCO1 (Z)-(5,6-dihydro-[1,4,2]-dioxazin-3-yl)-(2-hydroxyphenyl)-methanone-O-methyloxime